FC(C(=O)[O-])(C(C(C(C(C(C(F)(F)F)(F)F)(F)F)(F)F)(F)F)(F)F)F.[Na+] sodium perfluorooctanoate salt